Ethyl 2-[[4-[[4-[[(3-chlorophenyl)sulfonylamino]methyl]triazol-1-yl]methyl]phenyl]carbamoyl]-4-methyl-pentanoate ClC=1C=C(C=CC1)S(=O)(=O)NCC=1N=NN(C1)CC1=CC=C(C=C1)NC(=O)C(C(=O)OCC)CC(C)C